FC1=CC=C(C=C1)C(=O)N1[C@@H](C2=C(CC1)N(N=N2)C2=NC(=NS2)C)C (R)-(4-fluorophenyl)(4-methyl-1-(3-methyl-1,2,4-thiadiazol-5-yl)-1,4,6,7-tetrahydro-5H-[1,2,3]triazolo[4,5-c]pyridin-5-yl)methanone